FC(CNC1(CCC1)C=1C=CC=2N(C1)N=CC2C2=CC(=C(C(=O)N[C@H]1[C@H](C1)F)C(=C2)OC)OC(F)F)F 4-[6-[1-(2,2-difluoroethylamino)cyclobutyl]pyrazolo[1,5-a]pyridin-3-yl]-2-(difluoromethoxy)-N-[(1R,2S)-2-fluorocyclopropyl]-6-methoxybenzamide